CONC1=CC=C(C=C1)OC N-methoxy-N-(4-methoxyphenyl)amine